NCCSSCCC(=O)N([C@H](C(=O)O)C)C (2S)-2-[3-(2-aminoethyldithio)propionyl-methyl-amino]Propionic acid